1-N-(5-((4-chlorophenyl)ethynyl)-1,3,4-thiadiazol-2-yl)-3-(naphthalen-1-yl)isonicotinamide ClC1=CC=C(C=C1)C#CC1=NN=C(S1)N1CC(=C(C(=O)N)C=C1)C1=CC=CC2=CC=CC=C12